5-[4-[3-(2-Pyridylmethoxy)pyrrolidin-1-yl]thieno[2,3-d]pyrimidin-6-yl]-1H-pyrimidine-2,4-dione formate salt C(=O)O.N1=C(C=CC=C1)COC1CN(CC1)C=1C2=C(N=CN1)SC(=C2)C=2C(NC(NC2)=O)=O